1,2-dimethyl-pyridine chloride [Cl-].CN1C(C=CC=C1)C